ClC=1C(=NC=CC1)N1N=C(C=C1C(=O)O)CSC 2-(3-chloro-2-pyridinyl)-5-(methylsulfanylmethyl)pyrazole-3-carboxylic acid